FC1=C(C=C(C=C1)OCCN1CCOCC1)C1=NC=CC2=C1N=C(N=C2N)NC2=CC=C(C=C2)N2CCOCC2 8-(2-fluoro-5-(2-morpholinoethoxy)phenyl)-N2-(4-morpholinophenyl)pyrido[3,4-d]pyrimidine-2,4-diamine